CC(C)(C)[S@@](=O)N[C@H](C)C1=CC(=CC=2N=C3C(=NC12)OC[C@H]1N3CCOC1)C (R)-2-methyl-N-((R)-1-((S)-10-methyl-1,2,4a,5-tetrahydro-4H-[1,4]oxazino[4',3':4,5][1,4]oxazino[2,3-b]quinoxalin-8-yl)ethyl)propane-2-sulfinamide